CC1=CC(C(N=N1)NC1=NC=C(C(=O)NC([2H])([2H])[2H])C=C1)=O 6-((6-methylOxopyridazin-3-yl)amino)-N-(methyl-d3)Nicotinamide